4-amino-N-(5-fluoro-3-((pyrimidin-5-ylmethyl)amino)pyridin-2-yl)-1,2,5-oxadiazole-3-carboxamide NC=1C(=NON1)C(=O)NC1=NC=C(C=C1NCC=1C=NC=NC1)F